tert-butyl (Z)-4-(difluoromethyl)-2-((dimethylamino) methylene)-4-methyl-3-oxopyrrolidine-1-carboxylate FC(C1(C(/C(/N(C1)C(=O)OC(C)(C)C)=C/N(C)C)=O)C)F